ClC=1C(=C(NC=2C3=C(N=CN2)C=C(C(=N3)N3CC(C3)N(C(C=C)=O)C)F)C=CC1)F N-[1-[4-(3-chloro-2-fluoro-anilino)-7-fluoro-pyrido[3,2-d]pyrimidin-6-yl]azetidin-3-yl]-N-methyl-prop-2-enamide